C(C)(=O)NC1=NC=CC(=C1)OC1=C(C=C(C=C1)C=1N(C=C(N1)C(=O)N)C1=CC=C(C=C1)F)F (4-{[2-(acetamido)pyridin-4-yl]oxy}-3-fluorophenyl)-1-(4-fluorophenyl)-1H-imidazole-4-carboxamide